C1=C(C=CC2=CC=CC=C12)C=1NC2=CC=CC=C2C1C(C(=O)N)C1=CC=CC=C1 2-(2-(naphthalen-2-yl)-1H-indol-3-yl)-2-phenylacetamide